CC1=CC=C(C(=C1)C1=CC=C(C=C1)C(F)(F)F)C=O 5-methyl-4'-(trifluoromethyl)-[1,1'-biphenyl]-2-formaldehyde